C(=O)=O.C(CCCCCCC)[Al](CCCCCCCC)CCCCCCCC trioctyl-aluminum compound with carbon dioxide